Methyl (2S)-2-[(1S)-7-bromotetralin-1-yl]-2-(tert-butoxycarbonylamino)acetate BrC1=CC=C2CCC[C@@H](C2=C1)[C@@H](C(=O)OC)NC(=O)OC(C)(C)C